ClC=1C2=C(N=CN1)N(C=C2)C=2C=C(C=NC2)OCC2=CC=C1C=CC(=NC1=C2)NC 7-{[(5-{4-chloro-7H-pyrrolo[2,3-d]pyrimidin-7-yl}pyridin-3-yl)oxy]methyl}-N-methylquinolin-2-amine